C1(CC1)C1=C(C=C(C=C1)C(NC(=O)C1N(CC(C1)F)C(CC1=CN=C2N1C=CC=C2)=O)C2=CC=CC=C2)F N-[(4-cyclopropyl-3-fluorophenyl)(phenyl)methyl]-4-fluoro-1-(2-{imidazo[1,2-a]pyridin-3-yl}acetyl)pyrrolidine-2-carboxamide